NC1CCC(CC1)NC=1N=CC2=C(N1)C(=NC(=C2)[C@@H](C)OC(C2=CC=CC=C2)=O)NC(C)C (R)-1-(2-(((1r,4R)-4-aminocyclohexyl)amino)-8-(isopropylamino)pyrido[3,4-d]pyrimidin-6-yl)ethylbenzoate